3-(dioctylamino)phenol C(CCCCCCC)N(C=1C=C(C=CC1)O)CCCCCCCC